CC/C=C\\C/C=C\\C/C=C\\C/C=C\\C/C=C\\CCCCCC(=O)[O-] The molecule is a polyunsaturated fatty acid anion that is the conjugate base of (7Z,10Z,13Z,16Z,19Z)-docosapentaenoic acid, obtained by deprotonation of the carboxy group; major species at pH 7.3. It has a role as a human metabolite. It is a docosapentaenoate and a (7Z,10Z,13Z,16Z,19Z)-docosapentaenoyl derivative. It is a conjugate base of a (7Z,10Z,13Z,16Z,19Z)-docosapentaenoic acid.